3,4-difluorobenzyl 2-(3-(5-(cyclopropylcarbamoyl)-1H-pyrrolo[2,3-b]pyridin-3-yl)-5-isopropoxybenzylamino)nicotinate C1(CC1)NC(=O)C=1C=C2C(=NC1)NC=C2C=2C=C(CNC1=C(C(=O)OCC3=CC(=C(C=C3)F)F)C=CC=N1)C=C(C2)OC(C)C